ClC1=C(C(=CC=C1)OC)C1=CC(=CN1)S(=O)(=O)NC1=C(C=C(C=C1)C#N)F 5-(2-chloro-6-methoxy-phenyl)-N-(4-cyano-2-fluoro-phenyl)-1H-pyrrole-3-sulfonamide